COC(=O)C12C(C(CC(C1=O)C(=O)OC)(CCC2C(=O)OC)C(=O)OC)=O 2,6-Dioxo-bicyclo(1.3.3)-nonane-1,3,5,7-tetracarboxylic acid tetramethyl ester